1-(5-bromopyridin-3-yl)-5-(2,4-dimethoxybenzyl)-3-methyl-1,5,6,7-tetrahydro-4H-pyrazolo[4,3-c]pyridin-4-one BrC=1C=C(C=NC1)N1N=C(C=2C(N(CCC21)CC2=C(C=C(C=C2)OC)OC)=O)C